methyl 3-((5-(2-(2-aminopyridin-3-yl)-5-phenyl-3H-imidazo[4,5-b]pyridin-3-yl)pyridin-2-yl)carbamoyl)benzoate NC1=NC=CC=C1C1=NC=2C(=NC(=CC2)C2=CC=CC=C2)N1C=1C=CC(=NC1)NC(=O)C=1C=C(C(=O)OC)C=CC1